P(=O)(O)(O)OC[C@@H]1[C@H]([C@H]([C@@H](O1)N1C(=O)NC(=O)C=C1)OC)O O-methyl-uridine monophosphate